2-((3-(2-Cyclopentylethoxy)-4-(4-methylpiperazin-1-yl)phenyl)amino)-8-methyl-5-((triisopropylsilyl)ethynyl)pyrido[2,3-d]pyrimidin-7(8H)-one C1(CCCC1)CCOC=1C=C(C=CC1N1CCN(CC1)C)NC=1N=CC2=C(N1)N(C(C=C2C#C[Si](C(C)C)(C(C)C)C(C)C)=O)C